6-(3-(difluoromethoxy)-4-fluorophenyl)-3-methyl-1,3-dihydro-2H-imidazo[4,5-b]pyridin-2-one FC(OC=1C=C(C=CC1F)C=1C=C2C(=NC1)N(C(N2)=O)C)F